(E)-N-(4-(2-(4,4-Difluorocyclohexyl)vinyl)-5-methoxypyridin-2-yl)acrylamide FC1(CCC(CC1)/C=C/C1=CC(=NC=C1OC)NC(C=C)=O)F